2-((6-Chloro-4-(trifluoromethyl)pyridazin-3-yl)amino)ethanol ClC1=CC(=C(N=N1)NCCO)C(F)(F)F